ClC1=NC=C(C(=N1)NCC1=C(C=C(C=C1)Cl)C)C(=O)N 2-chloro-4-((2-methyl-4-chlorobenzyl)amino)pyrimidin-5-carboxamide